NCC1(CCN(CC1)C=1N=C(C(=NC1CO)SC1=C(C(=NC=C1)NC(=O)NS(=O)(=O)C1=CC=CC=C1)Cl)C)C N-((4-((5-(4-(aminomethyl)-4-methylpiperidin-1-yl)-6-(hydroxymethyl)-3-methylpyrazin-2-yl)thio)-3-chloropyridin-2-yl)carbamoyl)benzenesulfonamide